3-[tert-butoxycarbonyl-[(E)-4-(4,4,5,5-tetramethyl-1,3,2-dioxaborolan-2-yl)but-3-enyl]amino]butanoate C(C)(C)(C)OC(=O)N(C(CC(=O)[O-])C)CC\C=C\B1OC(C(O1)(C)C)(C)C